C1=CC=NC=2C=CC3=C(C12)C1=C(S3)CN(C=CO1)C(=O)[O-] [1,4]oxazepino[7',6':4,5]thieno[3,2-f]quinoline-9(8H)-carboxylate